trifluoromethyl-1,3-dihydro-2H-benzo[d]imidazol-2-one FC(F)(F)N1C(NC2=C1C=CC=C2)=O